CN1C(N(C2=C1C=C(C=C2)CCC(N2CCNCC2)=O)C2C(NC(CC2)=O)=O)=O 3-{3-methyl-2-oxo-5-[3-oxo-3-(piperazin-1-yl)propyl]-1,3-benzodiazol-1-yl}piperidine-2,6-dione